(S)-N-(1-(3-chlorophenyl)-2-hydroxyethyl)-1-(5-methyl-2-((1-methyl-1H-pyrazol-5-yl)amino)-pyrimidin-4-yl)-1H-imidazole-4-carboxamide ClC=1C=C(C=CC1)[C@@H](CO)NC(=O)C=1N=CN(C1)C1=NC(=NC=C1C)NC1=CC=NN1C